(4S,5R)-5-fluoro-1-(4-((5-((S)-1-hydroxy-propan-2-yl)-8-((R)-2-methylazetidin-1-yl)-2,7-naphthyridin-3-yl)amino)pyrimidin-2-yl)-3,3-dimethylpiperidin-4-ol F[C@H]1[C@H](C(CN(C1)C1=NC=CC(=N1)NC=1N=CC2=C(N=CC(=C2C1)[C@@H](CO)C)N1[C@@H](CC1)C)(C)C)O